6-[2-(cyclopropylmethoxy)-5-methylsulfonylphenyl]-2,4-dimethylpyridazin-3-one C1(CC1)COC1=C(C=C(C=C1)S(=O)(=O)C)C=1C=C(C(N(N1)C)=O)C